C(#N)C1=CC(=C(C=C1)COC1=NN(C=C1)C1CCN(CC1)CC=1N(C2=C(N1)C=CC(=C2)C(=O)OC)CC=2N(C=NC2)CC(F)(F)F)F methyl 2-[[4-[3-[(4-cyano-2-fluoro-phenyl)methoxy]pyrazol-1-yl]-1-piperidyl]methyl]-3-[[3-(2,2,2-trifluoroethyl)imidazol-4-yl]methyl]benzimidazole-5-carboxylate